(5-(6-bromo-3-cyanopyrazolo[1,5-a]pyridin-4-yl)pyridin-2-yl)-3,6-diazabicyclo[3.1.1]heptane-6-carboxylic acid tert-butyl ester C(C)(C)(C)OC(=O)N1C2CNCC1(C2)C2=NC=C(C=C2)C=2C=1N(C=C(C2)Br)N=CC1C#N